4-(phenylbutyl)styrene C1(=CC=CC=C1)CCCCC1=CC=C(C=C)C=C1